BrC1=CC(=C(C(=C1)C)B(C1=C(C=C(C=C1C)Br)C)C1=C(C=C(C=C1C)Br)C)C tri(4-bromo-2,6-dimethylphenyl)borane